tert-butyl ((3S,21S)-3-(tert-butyl)-1,4,18,22-tetraoxo-1-(1-(pent-4-en-1-yl)-1H-indazol-3-yl)-8,11,14-trioxa-2,5,17,23-tetraazahentetracontan-21-yl)carbamate C(C)(C)(C)[C@H](NC(C1=NN(C2=CC=CC=C12)CCCC=C)=O)C(NCCOCCOCCOCCNC(CC[C@@H](C(NCCCCCCCCCCCCCCCCCC)=O)NC(OC(C)(C)C)=O)=O)=O